2-(1-((4-fluorophenyl)carbamoyl)-3-hydroxycyclobutyl)-5-(2-methylpyrimidin-4-yl)-5,6,7,8-tetrahydro-1,5-naphthyridin-1-ium 2,2,2-trifluoroacetate FC(C(=O)[O-])(F)F.FC1=CC=C(C=C1)NC(=O)C1(CC(C1)O)C1=[NH+]C=2CCCN(C2C=C1)C1=NC(=NC=C1)C